((S)-2,2-difluorocyclopropyl)((1R,5S)-3-(2-((1-methyl-1H-pyrazol-4-yl)amino)pyrimidin-4-yl)-3,8-diazabicyclo[3.2.1]octan-8-yl)-methanone FC1([C@@H](C1)C(=O)N1[C@H]2CN(C[C@@H]1CC2)C2=NC(=NC=C2)NC=2C=NN(C2)C)F